C(C)(C)(C)OC(NCCCCOC1CN(C1)C1=C2C=NN(C2=CC(=C1)B1OC(C(O1)(C)C)(C)C)C1OCCCC1)=O tert-butyl(4-((1-(1-(tetrahydro-2H-pyran-2-yl)-6-(4,4,5,5-tetramethyl-1,3,2-dioxaborolan-2-yl)-1H-indazol-4-yl)azetidin-3-yl)oxy)butyl)carbamate